2-(3,5-dichloro-4-((1-(hydroxymethyl)-5-isopropyl-6-oxo-1,6-dihydropyridazin-3-yl)oxy)phenyl)-3,5-dioxo-2,3,4,5-tetrahydro-1,2,4-triazine-6-carbonitrile ClC=1C=C(C=C(C1OC1=NN(C(C(=C1)C(C)C)=O)CO)Cl)N1N=C(C(NC1=O)=O)C#N